Thiophosphoryl-N2-isobutyryl-2'-O-methoxyethyl-guanosine P(=S)#COCCO[C@H]1[C@@H](O[C@@H]([C@H]1O)CO)N1C=NC=2C(=O)NC(NC(C(C)C)=O)=NC12